1-[3-(2-Methyl-2H-pyrazol-3-yl)-4-trifluoromethoxy-phenyl]-3-(4-trifluoromethyl-phenyl)-urea CN1N=CC=C1C=1C=C(C=CC1OC(F)(F)F)NC(=O)NC1=CC=C(C=C1)C(F)(F)F